C1COC(C2=C(C(=C(C(=O)O1)C=C2)O)O)=O dihydroxyterephthalic acid ethylene ester